(4-tert-butylphenyl)Sulfonium Triflate [O-]S(=O)(=O)C(F)(F)F.C(C)(C)(C)C1=CC=C(C=C1)[SH2+]